CS(=O)(=O)C1=CN=CN=N1 6-methanesulfonyl-1,2,4-triazine